CC1=NN(C(=C1)C)CC(=O)OCCC=C(F)F 4,4-difluorobut-3-en-1-yl 2-(3,5-dimethyl-1H-pyrazol-1-yl)acetate